(2S,3S,4R,5R)-6-{[7-hexyl-2-methyl-2-(4-methylpent-3-en-1-yl)-2H-chromen-5-yl]oxy}-5-(hydroxymethyl)oxane-2,3,4-triol C(CCCCC)C1=CC(=C2C=CC(OC2=C1)(CCC=C(C)C)C)OC1[C@@H]([C@H]([C@@H]([C@H](O1)O)O)O)CO